FC1=C(C(=O)NC2=CC=CC=C2)C(=CC=C1[N+](=O)[O-])F 2,6-difluoro-3-nitro-N-phenylbenzamide